1H-pyrrole-3-carboxylic acid (2-aminoethyl)-amide NCCNC(=O)C1=CNC=C1